NC1=NC=CC=2N1C(=NC2C2CN(CCC2)C(C=C)=O)C=2C=NC(=CC2)OC2=NC=CC(=C2)C2CC2 1-(3-(5-amino-3-(6-((4-cyclopropylpyridin-2-yl)oxy)pyridin-3-yl)imidazo[1,5-c]pyrimidin-1-yl)piperidin-1-yl)prop-2-en-1-one